C(C)(C)N1N=CC=C1C(=O)NC(C)C1=CC=C(C=C1)NC(OCC1=CC=C(C=C1)Cl)=O 4-chlorobenzyl (4-(1-(1-isopropyl-1H-pyrazole-5-carboxamido)ethyl)phenyl)carbamate